((1-acryloylpiperidin-3-yl)(methyl)amino)-7-fluoro-4-(3-methylisothiazol-5-ylamino)-1H-pyrrolo[3,4-c]pyridin-3(2H)-one C(C=C)(=O)N1CC(CCC1)N(C)C1NC(C=2C(=NC=C(C21)F)NC2=CC(=NS2)C)=O